4-(2-cyanoethyl)piperidine hydrochloride Cl.C(#N)CCC1CCNCC1